FC=1C=C(C=CC1)CS(=O)CC1=CC(=CC=C1)F (R)-3-fluoro-phenylmethyl sulfoxide